ClC1=CC(=C(C=C1)[C@@]1(OC2=C(O1)C=CC=C2C2CCN(CC2)CC=2N(C(=C(N2)C)C#N)C[C@H]2OCC2)C)F 2-((4-((S)-2-(4-chloro-2-fluorophenyl)-2-methylbenzo[d][1,3]dioxol-4-yl)piperidin-1-yl)methyl)-4-methyl-1-(((S)-oxetan-2-yl)methyl)-1H-imidazole-5-carbonitrile